(R)-2-fluoro-4-(4-((1-methylpiperidin-3-yl)amino)pyrido[3,4-d]pyridazin-1-yl)phenol FC1=C(C=CC(=C1)C1=C2C(=C(N=N1)N[C@H]1CN(CCC1)C)C=NC=C2)O